C(C)(C)(C)C1=CC(N(C=C1)C1=NC(=C(C(=N1)C)C(=O)O)C)=O 2-(4-(tert-butyl)-2-oxopyridin-1(2H)-yl)-4,6-dimethylpyrimidine-5-carboxylic acid